OB1OC(C2=C1C=CC=C2)(C(=O)OC)C methyl 1-hydroxy-3-methyl-1,3-dihydrobenzo[c][1,2]oxaborole-3-carboxylate